2,2'-methylenebis[4-nonyl-6-(α-methylbenzyl)phenol] C(C1=C(C(=CC(=C1)CCCCCCCCC)C(C1=CC=CC=C1)C)O)C1=C(C(=CC(=C1)CCCCCCCCC)C(C1=CC=CC=C1)C)O